(7R,14R)-1-(difluoromethoxy)-11-((R or S)-3,5-dihydroxy-5-methylhex-1-yn-1-yl)-6-(methyl-d3)-6,7-dihydro-7,14-methanobenzo[f]benzo[4,5]imidazo[1,2-a][1,4]diazocin-5(14H)-one FC(OC1=CC=CC=2C(N([C@H]3C=4N([C@@H](C21)C3)C3=C(N4)C=CC(=C3)C#C[C@@H](CC(C)(C)O)O)C([2H])([2H])[2H])=O)F |o1:25|